(2-methylpyridin-4-yl)-1-trityl-1H-pyrazolo[4,3-c]Pyridine-6-carbaldehyde CC1=NC=CC(=C1)C1=NN(C2=C1C=NC(=C2)C=O)C(C2=CC=CC=C2)(C2=CC=CC=C2)C2=CC=CC=C2